N-(2-(2-((2-hydroxyethyl)amino)ethoxy)ethyl)-4-((3-(4-methoxyphenyl)imidazo[1,2-a]pyrazin-8-yl)amino)-2-methylbenzamide OCCNCCOCCNC(C1=C(C=C(C=C1)NC=1C=2N(C=CN1)C(=CN2)C2=CC=C(C=C2)OC)C)=O